C(#N)C1=C(C=C(C=C1)C1=CC(=NN1C1=C(C=C(C=C1)I)F)NC(OC(C)(C)C)=O)F Tert-butyl (5-(4-cyano-3-fluorophenyl)-1-(2-fluoro-4-iodophenyl)-1H-pyrazol-3-yl)-carbamate